C(C)(=O)OC1=C(C=CC=C1)NC methylaminophenol acetate